6-(4-Amino-4-methylpiperidin-1-yl)-3-(3,4-dichlorophenyl)pyrazin-2-amine NC1(CCN(CC1)C1=CN=C(C(=N1)N)C1=CC(=C(C=C1)Cl)Cl)C